1-(2-(2,6-dioxopiperidin-3-yl)-1,3-dioxoisoindol-5-yl)azetidine-3-ylpiperazine O=C1NC(CCC1N1C(C2=CC=C(C=C2C1=O)N1CC(C1)N1CCNCC1)=O)=O